1-[4-({8-[3-(methanesulfonyl-methyl)azetidin-1-yl]-5-(propan-2-yl)isoquinolin-3-yl}amino)pyrimidin-2-yl]-4-methylpiperidin-4-ol CS(=O)(=O)CC1CN(C1)C=1C=CC(=C2C=C(N=CC12)NC1=NC(=NC=C1)N1CCC(CC1)(O)C)C(C)C